Bismuth(III) 2-ethylhexanoate C(C)C(C(=O)[O-])CCCC.[Bi+3].C(C)C(C(=O)[O-])CCCC.C(C)C(C(=O)[O-])CCCC